C(C)OC(=O)C=1C(=NC(=NC1)Cl)N[C@@H]1COCC1 (S)-2-chloro-4-((tetrahydrofuran-3-yl)amino)pyrimidine-5-carboxylic acid ethyl ester